C(C)(C)(C)OC(=O)N1C(C=2C(=NC=CC2C1=O)Cl)NCC1=CC=CC=C1 (benzylamino)-4-chloro-1-oxo-1,3-dihydro-2H-pyrrolo[3,4-c]pyridine-2-carboxylic acid tert-butyl ester